5-bromo-N-(1-(hydroxymethyl)cyclopropyl)-2H-indazole-3-formamide BrC1=CC2=C(NN=C2C=C1)C(=O)NC1(CC1)CO